C1CCC12NCC[C@H](C2)C2NCCC1=CC(=CC(=C21)F)C(=O)NO [(8R)-5-azaspiro[3.5]nonan-8-yl]-8-fluoro-3,4-dihydro-1H-isoquinoline-6-carbohydroxamic acid